C(C=C)(=O)O.C(C=C)(=O)O.C(C=C)(=O)O.C(C=C)C(CC(CO)(CO)CO)(CC=C)CC=C triallyl-trimethylolpropane triacrylate